BrC1=C(C(=CC=C1)C)C1(CC1)/C(/N)=N/OC(=O)C1=NN(C(=C1)C(F)F)C (Z)-1-(2-bromo-6-methylphenyl)-N'-((5-(difluoromethyl)-1-methyl-1H-pyrazole-3-carbonyl)oxy)cyclopropane-1-carboximidamide